3-(3-(4-((4-(3-Bromo-2-methoxyphenyl)piperazin-1-yl)methyl)phenyl)-5-phenyl-3H-imidazo[4,5-b]pyridin-2-yl)pyridin-2-amine BrC=1C(=C(C=CC1)N1CCN(CC1)CC1=CC=C(C=C1)N1C(=NC=2C1=NC(=CC2)C2=CC=CC=C2)C=2C(=NC=CC2)N)OC